tert-Butyl 3-(1-(dimethylamino)-1-oxopropan-2-yl)-4-methoxy-1H-indole-1-carboxylate CN(C(C(C)C1=CN(C2=CC=CC(=C12)OC)C(=O)OC(C)(C)C)=O)C